(2S,4r)-1-[(2S)-3,3-dimethyl-2-[4-[3-(trifluoromethyl)phenyl]triazol-1-yl]butyryl]-4-hydroxy-N-methyl-pyrrolidine-2-carboxamide CC([C@@H](C(=O)N1[C@@H](C[C@H](C1)O)C(=O)NC)N1N=NC(=C1)C1=CC(=CC=C1)C(F)(F)F)(C)C